N-(Benzenesulfonyl)-6-[3-[2-[tert-butyl(dimethyl)silyl]oxy-2-[1-(trifluoromethyl)cyclopropyl]ethoxy]pyrazol-1-yl]-2-[(4S)-2,2,4-trimethylpyrrolidin-1-yl]pyridine-3-carboxamide C1(=CC=CC=C1)S(=O)(=O)NC(=O)C=1C(=NC(=CC1)N1N=C(C=C1)OCC(C1(CC1)C(F)(F)F)O[Si](C)(C)C(C)(C)C)N1C(C[C@@H](C1)C)(C)C